ethyl-(2S,3S)-3-aminobicyclo[2.2.2]octane-2-carboxylate C(C)OC(=O)[C@H]1C2CCC([C@@H]1N)CC2